OC(COC(=O)C=1N(C2=C(CNCC2)N1)C)C (2-hydroxypropyl)-1-methyl-4,5,6,7-tetrahydro-1H-imidazo[4,5-c]pyridine-2-carboxylate